C1(=CC=CC=C1)S(=O)(=O)C1=CC=C(C=C1)CN1N=C(C=C1)C1=NC=CC=C1 N-{[4-(benzenesulfonyl)phenyl]methyl}-3-(pyridin-2-yl)-1H-pyrazole